1,1'-bis(di-tert-butyl-phosphino)ferrocene palladium dichloride [Pd](Cl)Cl.C(C)(C)(C)P([C-]1C=CC=C1)C(C)(C)C.[C-]1(C=CC=C1)P(C(C)(C)C)C(C)(C)C.[Fe+2]